ClC1=CC(=CC=C1)C1=CC1(F)F 1-chloro-3-(3,3-difluorocycloprop-1-en-1-yl)benzene